NC1=NC2=CC=C(C(=C2C=C1C)C)C(=O)N(CC1=NC=C(C=C1)C(F)(F)F)[C@H](C)C1=NC=CC=N1 2-amino-3,5-dimethyl-N-((1R)-1-(2-pyrimidinyl)ethyl)-N-((5-(trifluoromethyl)-2-pyridinyl)methyl)-6-quinolinecarboxamide